5-amino-N-(5,5-difluoro-2-{octahydropyrrolo[2,3-c]pyrrol-1-yl}-5,6,7,8-tetrahydroquinolin-6-yl)-2-methylthieno[2,3-d]pyrimidine-6-carboxamide NC1=C(SC=2N=C(N=CC21)C)C(=O)NC2C(C=1C=CC(=NC1CC2)N2CCC1C2CNC1)(F)F